N-((2-methoxy-5-(4-methoxypiperidin-1-yl)phenyl)sulfonyl)-5-(1H-pyrazol-1-yl)quinoline-2-carboxamide COC1=C(C=C(C=C1)N1CCC(CC1)OC)S(=O)(=O)NC(=O)C1=NC2=CC=CC(=C2C=C1)N1N=CC=C1